ClC=1C=C(C=CC1)C=1C=CC(=C(C=O)C1)B1OC(C(O1)(C)C)(C)C 5-(3-chlorophenyl)-2-(4,4,5,5-tetramethyl-1,3,2-dioxaborolan-2-yl)benzaldehyde